2-(1-((R)-piperidin-3-yl)-1H-pyrazol-4-yl)-1H-pyrrole N1C[C@@H](CCC1)N1N=CC(=C1)C=1NC=CC1